C(=O)(O)C1=C(C=C(C=C1)N)C1=CC=C(C=N1)C(=O)O 6-(2-carboxyl-5-aminophenyl)-3-pyridinecarboxylic acid